[Cl-].NC(=O)C1=CC=C(C2=CN(N=C12)C1=CC=C(C[NH+]2CCN(CC2)C)C=C1)F 1-{4-[7-(aminocarbonyl)-4-fluoro-2H-indazol-2-yl]benzyl}-4-methylpiperazin-1-ium chloride